C(C=C)N1N(C2=NC(=NC=C2C1=O)NC1=CC=C(C=C1)N1CCC(CC1)N)C1=CC=C2C(=N1)[C@@](CC2)(O)CC (R)-2-allyl-6-((4-(4-aminopiperidin-1-yl)phenyl)amino)-1-(7-ethyl-7-hydroxy-6,7-dihydro-5H-cyclopenta[b]pyridin-2-yl)-1,2-dihydro-3H-pyrazolo[3,4-d]pyrimidin-3-one